CCCCCC1C(O1)C/C=C\\C/C=C\\C/C=C\\CCCC(=O)O The molecule is an EET obtained by formal epoxidation of the 14,15-double bond of arachidonic acid. It has a role as a mouse metabolite. It is a conjugate acid of a 14,15-EET(1-).